N(C#N)[C@H](CCO)C1=NN(C=2N(C([C@H]([C@H](C21)C2=CC=C(C=C2)F)NC(C2=CC(=CC=C2)C(F)(F)F)=O)=O)CC)C2=CC=CC=C2 |&1:13,14| N-(rac-(4S,5S)-3-((R)-1-cyanamido-3-hydroxypropyl)-7-ethyl-4-(4-fluorophenyl)-6-oxo-1-phenyl-4,5,6,7-tetrahydro-1H-pyrazolo[3,4-b]pyridin-5-yl)-3-(trifluoromethyl)benzamide